Ethyl 4-(3-(4-(((tert-butoxycarbonyl)(2-(4-fluorophenyl)cyclopropyl)amino)methyl) piperidin-1-yl)propyl)benzoate C(C)(C)(C)OC(=O)N(C1C(C1)C1=CC=C(C=C1)F)CC1CCN(CC1)CCCC1=CC=C(C(=O)OCC)C=C1